FC=1C=C(COC2=NC=CC(=C2)CC2=NOC(=C2)C=2C(=NC=CC2)N)C=CC1 3-(3-((2-((3-fluorobenzyl)oxy)pyridin-4-yl)methyl)isoxazol-5-yl)pyridin-2-amine